C(CCCCC)(=O)[C@](O)(C[N+](C)(C)C)CC([O-])=O |r| (±)-Hexanoyl-carnitine